2-bromo-6-(5-(((tetrahydro-2H-pyran-2-yl)oxy)methyl)-1-((trimethylsilyl)methyl)-1H-1,2,3-triazol-4-yl)-3-((2-(trimethylsilyl)ethoxy)methoxy)pyridine BrC1=NC(=CC=C1OCOCC[Si](C)(C)C)C=1N=NN(C1COC1OCCCC1)C[Si](C)(C)C